NC1=C(C=CC(=C1F)NCC1=CC=C(C=C1)C(F)(F)F)NC(CCCCCCC1=CC=C(C=C1)N)=O N-(2-amino-3-fluoro-4-((4-(trifluoromethyl)benzyl)amino)phenyl)-7-(4-aminophenyl)heptanamide